FC=1C=CC(=C(C1)C1(CC1)CC=O)O 2-(1-(5-fluoro-2-hydroxyphenyl)cyclopropyl)acetaldehyde